S=C(NCCOC)NCCCNC(NCCOC)=S 6,12-dithioxo-2,16-dioxa-5,7,11,13-tetraazaheptadecan